(S)-9-chloro-3-isopropyl-4-(6-(3-methylpiperazin-1-yl)pyridin-3-yl)-10H-chromeno[3,2-b]pyridin-10-one ClC=1C=2C(C3=NC=C(C(=C3OC2C=CC1)C=1C=NC(=CC1)N1C[C@@H](NCC1)C)C(C)C)=O